ClC=1C=CC(=C2C=C(N(C12)CCNC1=CC(=NC=N1)C1=CC(=C(C(=O)O)C=C1)OCC)C)C 4-{6-[2-(7-Chloro-2,4-dimethyl-indol-1-yl)-ethylamino]-pyrimidin-4-yl}-2-ethoxybenzoic acid